C(C1=CC=CC=C1)OC=1C=NC2=C(C=CN=C2C1)Cl 3-(benzyloxy)-8-chloro-1,5-naphthyridine